O=C1N(C[C@H](OCC1)C(=O)OC)C(=O)OC(C)(C)C 4-tert-Butyl 2-methyl (2S)-5-oxo-1,4-oxazepane-2,4-dicarboxylate